5-(6-ethylpyrimidin-4-yl)-2-{3-[(3S)-3-(propan-2-yl)piperazin-1-yl]-1,2,4-triazin-6-yl}phenol C(C)C1=CC(=NC=N1)C=1C=CC(=C(C1)O)C1=CN=C(N=N1)N1C[C@@H](NCC1)C(C)C